1-methyl-benzene-1,4-diamine CC1(CC=C(C=C1)N)N